COC(=O)[C@@H]1CN(C[C@H]1C1=C(C=CC=C1)F)CC1=CC=CC=C1 |r| (±)-trans-1-benzyl-4-(2-fluorophenyl)pyrrolidine-3-carboxylic acid methyl ester